(S)-4-(4-(1-(1-(bicyclo[1.1.1]pentan-1-yl)-1H-pyrazol-4-yl)-5-chloro-1H-indazol-6-yl)piperidin-1-yl)tetrahydrofuran-3-ol C12(CC(C1)C2)N2N=CC(=C2)N2N=CC1=CC(=C(C=C21)C2CCN(CC2)C2[C@@H](COC2)O)Cl